F/C(=C(\C1=CC=CC=C1)/OC1=NC=CC=N1)/S(=O)(=O)CCCCC1=CC=CC=C1 (Z)-2-((2-fluoro-1-phenyl-2-((4-phenylbutyl)sulfonyl)ethenyl)oxy)pyrimidine